BrC1=C(OC=2C=C(C=O)C=CC2[N+](=O)[O-])C=C(C=C1)C(F)(F)F 3-(2-bromo-5-(trifluoromethyl)phenoxy)-4-nitrobenzaldehyde